tert-butyl (R)-3-((1H-pyrrolo[2,3-b]pyridin-5-yl)oxy)-4'-(2-(2-(1-methylpiperidin-4-yl)phenyl)pyrrolidin-1-yl)-[1,1'-biphenyl]-4-carboxylate N1C=CC=2C1=NC=C(C2)OC=2C=C(C=CC2C(=O)OC(C)(C)C)C2=CC=C(C=C2)N2[C@H](CCC2)C2=C(C=CC=C2)C2CCN(CC2)C